ClCC1=C(N=CN1CC)C 5-(chloromethyl)-1-ethyl-4-methylimidazole